NC[C@@H]1CC[C@H](CC1)C(=O)O trans-4-(aminomethyl)cyclohexanoic acid